C1(C(=CC(C=C1)=O)C(=O)[O-])=O benzoquinoneAt